C(C)(C)(C)OC(=O)NCC1=NC=C(C=N1)C(=O)O 2-[(tert-butoxycarbonylamino)methyl]pyrimidine-5-carboxylic acid